ClC=1C=C(C=C(C1)NS(=O)(=O)C)NC(=O)C1=CNC(=C1)C1=NC=C(C=C1F)F N-(3-chloro-5-(methylsulfonamido)phenyl)-5-(3,5-difluoropyridin-2-yl)-1H-pyrrole-3-carboxamide